C(C1=CC=CC=C1)OC(N[C@H]1[C@@H](CCCC1)C1=CC(=NN1)N)=O (1R,2R)-2-(3-amino-1H-pyrazol-5-yl)cyclohexylcarbamic acid benzyl ester